ClC1=CC=C(C=C1)C(C(=O)N[C@@H](C(C)C)C(=O)N[C@H](CCC(=O)OCC)C(=O)OC(C)C)(C)C 5-ethyl 1-isopropyl (2-(4-chlorophenyl)-2-methylpropanoyl)-L-valyl-D-glutamate